CN1C(=NC(=C1)C(F)(F)F)C1=CC=C(C=C1)CN1C2=C(OCC1)C=NC(=N2)C=2C(=NC=CC2)C(C)C 3-[8-([4-[1-methyl-4-(trifluoromethyl)-1H-imidazol-2-yl]phenyl]methyl)-6H,7H,8H-pyrimido[5,4-b][1,4]oxazin-2-yl]-2-(propan-2-yl)pyridine